C(C)(C)(C)OC(=O)OC(=O)OC(C)(C)C.CC1SCCC1NC(OC(C)(C)C)=O tert-butyl (2-methyltetrahydrothiophen-3-yl)carbamate Di-tert-butyl-dicarbonate